ClC1=CC=C(S1)CN(C1=C(C(=NN1C(C(C)(C)C)=O)C1NCCOC1)OC)C 1-(5-{[(5-Chlorothiophen-2-yl)methyl](methyl)amino}-4-methoxy-3-(morpholin-3-yl)-1H-pyrazol-1-yl)-2,2-dimethylpropan-1-on